ClC1=CC(=C(C=C1)C1=NOC(=C1C1=NC=CC=C1CO)C1=C(C=C(C=C1)F)F)F [3-(4-chloro-2-fluorophenyl)-5-(2,4-difluorophenyl)-4-isoxazolyl]-3-pyridinemethanol